C(CCCCCCCCCC)OC(CCCCCCCCC(C(=O)OCCC(CCCCCC)CCCCCC)NCCO)=O 3-hexylnonyl 7-(4-(undecyloxy)-4-oxobutyl)((2-hydroxyethyl)amino)heptanoate